C(C)S(=O)(=O)C1=CC=C(C=C1)[C@@H](CO)C1=C(C(=O)N)C=CC(=N1)N1[C@@H](CCC(C1)C1=CC=C(C=C1)C(F)(F)F)COCCF ((R)-1-(4-(ethylsulfonyl)phenyl)-2-hydroxyethyl)-6-((2S)-2-((2-fluoroethoxy)methyl)-5-(4-(trifluoromethyl)phenyl)piperidin-1-yl)nicotinamide